4,5,6,7-tetrahydrobenzothiazol-7-amine S1C=NC2=C1C(CCC2)N